CC(CCC(C(C(C(=O)[O-])(CCC(CCCC)C)CCC(CCCC)C)(O)C(=O)[O-])C(=O)[O-])CCCC Tri(3-methyl-1-heptyl)citrat